ClC1=CC(=C(C=C1)N1CC2=CC=CC(=C2C1=O)C1=CC(=C(CC2=NC3=C(N2C[C@H]2OCC2)C=C(C=C3)C(=O)O)C(=C1)F)F)F (S)-2-(4-(2-(4-chloro-2-fluorophenyl)-3-oxoisoindolin-4-yl)-2,6-difluorobenzyl)-1-(oxetan-2-ylmethyl)-1H-benzo[d]imidazole-6-carboxylic acid